tin bismuth indium zirconium [Zr].[In].[Bi].[Sn]